N-(1-benzyl-1H-imidazol-4-yl)-5-{2-acetamidoimidazo[1,2-b]pyridazin-6-yl}-2-methylpyridine-3-carboxamide C(C1=CC=CC=C1)N1C=NC(=C1)NC(=O)C=1C(=NC=C(C1)C=1C=CC=2N(N1)C=C(N2)NC(C)=O)C